[N+](=O)([O-])C1=CC=C(OC(=O)C2=CC=C(C=C2)OC(C2=C(C=C(C=C2)OC)OC)=O)C=C1.C(C1=CC=CC=C1)OC1=C(N)C(=CC(=C1)Cl)OC(F)(F)F 2-(benzyloxy)-4-chloro-6-(trifluoromethoxy)aniline 4-[(4-nitrophenoxy)carbonyl]phenyl-2,4-dimethoxybenzoate